ClC1=CC=C(C=C1)[C@@H](C)[C@@H]1[C@H]([C@H]([C@@H](C1)N1C=CC\2=C1NC=N/C2=N/N)O)O (1S,2R,3R,5R)-3-((S)-1-(4-chlorophenyl)ethyl)-5-((E)-4-hydrazineylidene-1,4-dihydro-7H-pyrrolo[2,3-d]pyrimidin-7-yl)cyclopentane-1,2-diol